(S)-3-((allyloxy)carbonyl)-2,2-dimethyl-oxazolidine-4-carboxylic acid C(C=C)OC(=O)N1C(OC[C@H]1C(=O)O)(C)C